4-xylylenebis(trimethylsilane) borate B(O)(O)O.C1(=CC=C(C=C1)C[Si](C)(C)C)C[Si](C)(C)C